3-(5-(3-(((1-(4-(7-hydroxy-3-(m-tolyl)chroman-4-yl)phenyl)piperidin-4-yl)methyl)(methyl)amino)prop-1-yn-1-yl)-1-oxoisoindolin-2-yl)piperidine-2,6-dione OC1=CC=C2C(C(COC2=C1)C=1C=C(C=CC1)C)C1=CC=C(C=C1)N1CCC(CC1)CN(CC#CC=1C=C2CN(C(C2=CC1)=O)C1C(NC(CC1)=O)=O)C